N-docosadienoyl-sarcosine C(C=CC=CCCCCCCCCCCCCCCCCC)(=O)N(C)CC(=O)O